(1S,2R)-7-fluoro-1-hydroxy-2,3-dihydro-1H-inden-2-yl carbamate C(N)(O[C@H]1[C@H](C2=C(C=CC=C2C1)F)O)=O